(S)-6-fluoro-5-(1-(2-fluorophenyl)ethyl)-3-(((1-methyl-1H-pyrazol-3-yl)methyl)amino)-4H-benzo[e][1,2,4]thiadiazine 1,1-dioxide FC=1C=CC2=C(NC(=NS2(=O)=O)NCC2=NN(C=C2)C)C1[C@@H](C)C1=C(C=CC=C1)F